COC(NCC1=CC(=CC=C1)N1C(C(=C(C=C1C)OCC1=C(C=C(C=C1)F)F)Br)=O)=O 3-(4-(2,4-difluorobenzyloxy)-3-bromo-6-methyl-2-oxopyridin-1(2H)-yl)benzyl-carbamic acid methyl ester